C[C@H]1[C@@H]([C@H]([C@H]([C@@H](O1)O)O)O[C@@H]2[C@@H]([C@H]([C@@H]([C@H](O2)CO)O)O[C@@H]3[C@@H]([C@H]([C@H]([C@H](O3)CO)O)O)O[C@H]4[C@@H]([C@@H]([C@H]([C@@H](O4)C)O)O[C@H]5[C@@H]([C@@H]([C@H]([C@@H](O5)C)O)O[C@@H]6[C@@H]([C@H]([C@@H]([C@H](O6)CO)O)O[C@@H]7[C@@H]([C@H]([C@H]([C@H](O7)CO)O)O)O[C@H]8[C@@H]([C@@H]([C@H]([C@@H](O8)C)O)O[C@H]9[C@@H]([C@@H]([C@H]([C@@H](O9)C)O)O[C@@H]1[C@@H]([C@H]([C@@H]([C@H](O1)CO)O)O[C@@H]1[C@@H]([C@H]([C@H]([C@H](O1)CO)O)O)O[C@H]1[C@@H]([C@@H]([C@H]([C@@H](O1)C)O)O[C@H]1[C@@H]([C@@H]([C@H]([C@@H](O1)C)O)O[C@@H]1[C@@H]([C@H]([C@@H]([C@H](O1)CO)O)O[C@@H]1[C@@H]([C@H]([C@H]([C@H](O1)CO)O)O)O[C@H]1[C@@H]([C@@H]([C@H]([C@@H](O1)C)O)O)O)NC(=O)C)O)O)NC(=O)C)O)O)NC(=O)C)O)O)NC(=O)C)O The molecule is the amino hexadecasaccharide obtained when four molecules of the repeating tetrasacchride unit from Shigella dysenteriae O-specific polysaccharide are joined via alpha-(1->3) linkages. It has a role as a hapten.